nickel-iron-tungsten-iron-nickel [Ni].[Fe].[W].[Fe].[Ni]